OC[C@@H]1[C@H](CCC(C1)C)NC(OC(C)(C)C)=O tert-butyl ((1S,2S)-2-(hydroxymethyl)-4-methylcyclohexyl)carbamate